(5-(5-(1-methyl-1H-pyrazol-4-yl)-1H-pyrrolo[2,3-b]pyridin-3-yl)pyrazolo[1,5-a]pyridin-3-yl)(morpholino)methanone CN1N=CC(=C1)C=1C=C2C(=NC1)NC=C2C2=CC=1N(C=C2)N=CC1C(=O)N1CCOCC1